(S)-2-((((9H-fluoren-9-yl)methoxy)carbonyl)(methyl)amino)-7,7,7-trifluoroheptanoic acid C1=CC=CC=2C3=CC=CC=C3C(C12)COC(=O)N([C@H](C(=O)O)CCCCC(F)(F)F)C